[W](Cl)(Cl)(Cl)(Cl)(Cl)Cl.C12(C=CC(CC1)C2)C=P(Cl)Cl.C21(C=CC(CC2)C1)C=P(Cl)Cl.C12(C=CC(CC1)C2)C=P(Cl)Cl tris[(norbornenylmethylene)dichlorophosphine] tungsten hexachloride